N-(2'-sulfo-ethyl)ethylenediamine S(=O)(=O)(O)CCNCCN